BrC1=CC(=NC=C1)N(C(=O)[C@@H]1CC[C@H](CC1)O[Si](C)(C)C(C)(C)C)CC12CCC(CC1)(CC2)C2=CC(=C(C=C2)OC)C trans-N-(4-Bromopyridin-2-yl)-4-((tert-butyldimethylsilyl)oxy)-N-((4-(4-methoxy-3-methylphenyl)bicyclo[2.2.2]octan-1-yl)methyl)cyclohexanecarboxamide